methyl 1-amino-4-(2-chloro-3-methoxyphenyl)-3-phenyl-1H-pyrrole-2-carboxylate NN1C(=C(C(=C1)C1=C(C(=CC=C1)OC)Cl)C1=CC=CC=C1)C(=O)OC